ClC=1C=NC(=NC1)O[C@@H]1C[C@@H]2CN([C@H]1C2)C(=O)C2=C(C(=CC=C2)F)C2=NC=CC=N2 ((1S,4R,6R)-6-((5-chloropyrimidin-2-yl)oxy)-2-azabicyclo[2.2.1]heptan-2-yl)(3-fluoro-2-(pyrimidin-2-yl)phenyl)methanone